1,4-bis(3-amino-propyl)piperazine NCCCN1CCN(CC1)CCCN